ClC=1C=C(C=C(C1F)Cl)C1(CC(=NO1)C1=NC=C(C2=C1C=CO2)C(=O)OC)C(F)(F)F methyl 4-[5-(3,5-dichloro-4-fluorophenyl)-4,5-dihydro-5-(trifluoro-methyl)-3-isoxazolyl]furo[3,2-c]pyridine-7-carboxylate